C(#N)C1=C(SC2=C1CN(CC2)CC2CC(C2)(F)F)NC(CC=2C=CC1=C(CNS1(=O)=O)C2)=O N-(3-Cyano-5-((3,3-difluorocyclobutyl)methyl)-4,5,6,7-tetrahydrothieno[3,2-c]pyridin-2-yl)-2-(1,1-dioxido-2,3-dihydrobenzo[d]isothiazol-5-yl)acetamid